methyl 1-methyl-2-morpholin-4-yl-2-oxoethyl (2E)-but-2-ene-1,4-dioate C(\C=C\C(=O)OC(C(=O)N1CCOCC1)C)(=O)OC